12-oxodocosa-6,16-dien-11-yl (Z)-undec-5-enoate C(CCC\C=C/CCCCC)(=O)OC(CCCC=CCCCCC)C(CCCC=CCCCCC)=O